ClC=1C=C(C=C(C1)S(=O)(=O)C)NC(=O)C1=CN(C(=C1)C)C1=NC=C(C=C1F)N1CC(C1)(F)F N-(3-chloro-5-(methylsulfonyl)phenyl)-1-(5-(3,3-difluoroazetidin-1-yl)-3-fluoropyridin-2-yl)-5-methyl-1H-pyrrole-3-carboxamide